6-(tributylstannyl)nicotinonitrile C(CCC)[Sn](C1=NC=C(C#N)C=C1)(CCCC)CCCC